4,6-dimethyloctadecyl pentyloxymethyl ether C(CCCC)OCOCCCC(CC(CCCCCCCCCCCC)C)C